NCC1=NNC(C2=C(C=C(C=C12)C=1C=NN(C1C1=C(C2=CC=CC=C2C=C1F)C#N)C)C#C)=O 2-(4-(4-(aminomethyl)-8-ethynyl-1-oxo-1,2-dihydrophthalazin-6-yl)-1-methyl-1H-pyrazol-5-yl)-3-fluoro-1-naphthalenenitrile